N-[4-(7,7-dimethyl-4-oxo-3-phenyl-4,5,6,7-tetrahydro-1H-pyrrolo[3,2-c]pyridin-2-yl)pyridin-2-yl]-4,4-difluoro-2-(4-fluorophenyl)butanamide CC1(C2=C(C(NC1)=O)C(=C(N2)C2=CC(=NC=C2)NC(C(CC(F)F)C2=CC=C(C=C2)F)=O)C2=CC=CC=C2)C